Cl.ClC1=C(C=CC(=C1)C(F)(F)F)NC(CN1C(=C(C(C=2C1=NC1=C(N2)C=C(S1)C)=O)N1CCNCC1)CC)=O N-(2-chloro-4-(trifluoromethyl)phenyl)-2-(7-ethyl-2-methyl-5-oxo-6-(piperazin-1-yl)pyrido[2,3-b]thieno[3,2-e]pyrazin-8(5H)-yl)acetamide hydrochloride